COC(C1=CC(=C(C=C1)Br)OCCOC)=O 4-bromo-3-(2-methoxyethoxy)benzoic acid methyl ester